4-isopropyl-1,3-dimethyl-6-(4,4,5,5-tetramethyl-1,3,2-dioxaborolan-2-yl)-1,3-dihydro-2H-benzo[d]imidazol-2-one C(C)(C)C1=CC(=CC=2N(C(N(C21)C)=O)C)B2OC(C(O2)(C)C)(C)C